NCCOCCOCCNC1=NC(=NC(=N1)NC1CCCC1)C1=CC=C(C=C1)C(C)(C)C N2-[2-[2-(2-aminoethoxy)ethoxy]ethyl]-N4-cyclopentyl-6-(4-t-butyl-phenyl)-1,3,5-triazine-2,4-diamine